FC(=C(C(=O)[O-])C(F)(F)F)C(C(C(C(C(C(C(C(C(C(F)(F)F)(F)F)(F)F)(F)F)(F)F)(F)F)(F)F)(F)F)(F)F)(F)F Perfluoro-n-decyl-methacrylat